N-[(R)-3-decyloxytetradecanoyl]-O-[6-O-benzyl-4-O-dibenzylphosphino-2,3-di-[(R)-3-decyloxytetradecanoylamino]-2,3-dideoxy-β-D-allopyranosyl]-L-serine methyl ester COC([C@@H](NC(C[C@@H](CCCCCCCCCCC)OCCCCCCCCCC)=O)CO[C@H]1[C@@H]([C@@H]([C@H](OP(CC2=CC=CC=C2)CC2=CC=CC=C2)[C@H](O1)COCC1=CC=CC=C1)NC(C[C@@H](CCCCCCCCCCC)OCCCCCCCCCC)=O)NC(C[C@@H](CCCCCCCCCCC)OCCCCCCCCCC)=O)=O